COC1=CC=C(CN(S(=O)(=O)C=2C=NC(=C(C2)C=2N=CN(C2)C)NC2=CC(=CC=C2)S(F)(F)(F)(F)F)C)C=C1 N-(4-methoxybenzyl)-N-methyl-5-(1-methyl-1H-Imidazol-4-yl)-6-((3-(pentafluoro-λ6-sulfanyl)phenyl)amino)pyridine-3-sulfonamide